OCCOC(CCP([O-])(=O)C1=CC=CC=C1)=O.[K+] potassium (3-(2-hydroxyethoxy)-3-oxopropyl)(phenyl)phosphinate